F[C@H]1[C@H]2C=C[C@@H](C[C@@H]1C(=C)C=1N=NC(=CN1)C=1C=C3C=CN=CC3=CC1O)N2 6-(3-(1-((1R,2R,3R,5R)-2-fluoro-8-azabicyclo[3.2.1]oct-6-en-3-yl)vinyl)-1,2,4-triazin-6-yl)isoquinolin-7-ol